(n-hexylamino)-1,3,5-triazine-2,4-dithiol C(CCCCC)NC1=NC(=NC(=N1)S)S